4-(6,7-difluoro-3-quinolylamino)-2-{6-[3-(dimethylamino)-1-azetidinyl]-5-methoxy-3-pyridylamino}pyrimidine FC=1C=C2C=C(C=NC2=CC1F)NC1=NC(=NC=C1)NC=1C=NC(=C(C1)OC)N1CC(C1)N(C)C